FC(OC1=CC=C(COC=2C=C(C=NC2)C2=CC(=NC=C2)[C@H]2[C@@H](C2)C(=O)O)C=C1)(F)F trans-2-(5-{[4-(trifluoromethoxy)benzyl]oxy}-3,4'-bipyridin-2'-yl)cyclopropanecarboxylic acid